N-{[1-(Dimethylcarbamoyl)-3-hydroxycyclobutyl]methyl}-4H,5H,6H,7H,8H,9H-cycloocta[b]thiophene-2-carboxamide CN(C(=O)C1(CC(C1)O)CNC(=O)C1=CC2=C(S1)CCCCCC2)C